(2-methoxyethyl)-4-methylthiophene-2-carboxamide COCCC1=C(SC=C1C)C(=O)N